COC=1C(=CC2=CN(N=C2C1)[C@@H]1[C@H](CC(CC1)NC)C)C(=O)N 6-methoxy-2-((1S,2S)-2-methyl-4-(methylamino)cyclohexyl)-2H-indazole-5-carboxamide